(R)-3-amino-1-(2-((6-amino-9H-purin-9-yl)methyl)-4-chloro-3-(methoxymethyl)phenyl)-N-cyclopropylpyrrolidine-3-carboxamide N[C@]1(CN(CC1)C1=C(C(=C(C=C1)Cl)COC)CN1C2=NC=NC(=C2N=C1)N)C(=O)NC1CC1